FC1CN(C1)C[C@@H](C)[C@H]1CC[C@H]2\C(\CCC[C@]12C)=C\C=C1C[C@H](C([C@@H](C1)O)=C)O (1R,3R)-5-(2-((1R,3aS,7aR,E)-1-((S)-1-(3-fluoroazetidin-1-yl)propan-2-yl)-7a-Methyloctahydro-4H-inden-4-ylidene)ethylidene)-2-methylenecyclohexane-1,3-diol